OC1[C@H](O)[C@@H](O)[C@@H](O1)[C@H](O)CO D-galactofuranose